C(CO)[NH+](CCO)CCO The molecule is an organic cation obtained by protonation of the tertiary amino group of triethanolamine. It has a role as a buffer. It is an ammonium ion derivative and an organic cation. It is a conjugate acid of a triethanolamine.